N-(4-aminopyridin-3-yl)acetamide HCl salt Cl.NC1=C(C=NC=C1)NC(C)=O